2-[({(trans)-2-[3-(Decyloxy)phenyl]cyclopropyl}carbonyl)(4-methoxybenzyl)amino]ethyl dihydrogen phosphate ammonium salt [NH4+].P(=O)(OCCN(CC1=CC=C(C=C1)OC)C(=O)[C@H]1[C@@H](C1)C1=CC(=CC=C1)OCCCCCCCCCC)(O)O